ClC=1C=C(C=CC1Cl)C=CC(=O)C1=CC=CC=C1 3-(3,4-dichlorophenyl)-1-phenylprop-2-en-1-one